CN1N=C(C=C1)S(=O)(=O)C=1C=C2C=NN(C(C2=CC1)=O)CC1=C(C(=O)N)C=CC=C1 ((6-(1-methyl-1H-pyrazol-3-ylsulfonyl)-1-oxophthalazin-2(1H)-yl)methyl)benzamide